4-(4-(trifluoromethyl)phenyl)-4,5,6,7-tetrahydropyrazolo[1,5-a]pyrimidine-6-carboxylic acid ethyl ester C(C)OC(=O)C1CN(C=2N(C1)N=CC2)C2=CC=C(C=C2)C(F)(F)F